(1-(4-methoxyphenyl)-2-oxabicyclo[2.2.2]oct-4-yl)methanol COC1=CC=C(C=C1)C12OCC(CC1)(CC2)CO